C(C=C)(=O)NCC=1C(=CC(=NC1)C1=CC=C(C=C1)F)C1=NNC(=C1)C(=O)N 3-(5-(acrylamidomethyl)-2-(4-fluorophenyl)pyridin-4-yl)-1H-pyrazole-5-carboxamide